[Na].C(C)OC(CC(=O)OCC)NC1=CC=NN1C ethyl 3-ethoxy-3-((1-methyl-1H-pyrazol-5-yl)amino)propanoate Sodium